C1(CCC1)NC1=NC(=NC=C1CO)SC (4-(cyclobutylamino)-2-(methylthio)pyrimidin-5-yl)methanol